N[C@H](C(=O)N1[C@@H]([C@@H](CC1)CC)C(=O)O)C(C)(C)C (2S,3R)-1-[(2S)-2-amino-3,3-dimethyl-butanoyl]-3-ethyl-pyrrolidine-2-carboxylic acid